8-[(1R)-1-Hydroxyethyl]-3,6-dimethyl-2-pyrazolo[1,5-a]pyridin-6-yl-chromen-4-one O[C@H](C)C=1C=C(C=C2C(C(=C(OC12)C=1C=CC=2N(C1)N=CC2)C)=O)C